CN(C(OC(C)(C)C)=O)[C@@H]1CN[C@@H](C1)C1=CC=CC=C1 tert-Butyl methyl((3S,5S)-5-phenylpyrrolidin-3-yl)carbamate